2-(2-fluoro-phenyl)-cyclopropanecarboxylic acid (2-hydroxy-1-naphthalen-2-yl-ethyl)-amide OCC(C1=CC2=CC=CC=C2C=C1)NC(=O)C1C(C1)C1=C(C=CC=C1)F